N-(2-chloroethyl)morpholin-3-one tert-Butyl-1-((hydroxyimino)methyl)-7-azabicyclo[2.2.1]heptane-7-carboxylate C(C)(C)(C)OC(=O)N1C2(CCC1CC2)C=NO.ClCCN2C(COCC2)=O